COC(=O)C1C(N(N=C(C1)C1=CC=C(C=C1)C(F)F)C=1C=NN(C1)C)=O 6-[4-(difluoromethyl)phenyl]-2-(1-methyl-1H-pyrazol-4-yl)-3-oxo-2,3,4,5-tetrahydropyridazine-4-carboxylic acid methyl ester